ClC1=CC(=C(C(=C1)C)C=1C(N(C2(C1OC([O-])=O)CCN(CC2)OC)C)=O)C 3-(4-chloro-2,6-dimethylphenyl)-8-methoxy-1-methyl-2-oxo-1,8-diazaspiro[4.5]decan-3-en-4-ylcarbonate